1-(3-(4-amino-5-(4-(isoxazol-5-yl)phenyl)-7-methyl-7H-pyrrolo[2,3-d]pyrimidin-6-yl)pyrrolidin-1-yl)prop-2-en-1-one NC=1C2=C(N=CN1)N(C(=C2C2=CC=C(C=C2)C2=CC=NO2)C2CN(CC2)C(C=C)=O)C